N-(6-methoxypyridin-2-yl)-1,5,7-trimethyl-4-oxo-4,5-dihydro-1H-pyrrolo[3,2-c]pyridine-3-carboxamide COC1=CC=CC(=N1)NC(=O)C1=CN(C2=C1C(N(C=C2C)C)=O)C